1-hydroxymethyl-1-(tert-butoxycarbonylaminomethyl)cyclopropane OCC1(CC1)CNC(=O)OC(C)(C)C